Cl.CC(C)N1N=CC(=C1)NNS(=O)=O N-[1-(propan-2-yl)-1H-pyrazol-4-yl]amino-sulfonamide hydrochloride